5-(((S)-1-(3-oxo-3-((S)-3-(trifluoromethyl)-6,7,7a,8,10,11-hexaHydro-9H-pyrazino[1,2-d]pyrido[3,2-b][1,4]oxazepin-9-yl)propoxy)propan-2-yl)amino)-4-(Trifluoromethyl)pyridazin-3(2H)-one O=C(CCOC[C@H](C)NC1=C(C(NN=C1)=O)C(F)(F)F)N1C[C@H]2N(C3=C(OCC2)C=C(C=N3)C(F)(F)F)CC1